(E)-3-(1H-1,2,3-triazol-1-yl)acrylic acid N1(N=NC=C1)/C=C/C(=O)O